(S)-3-((2-Chloro-5-((4-morpholinophenyl)ethynyl)pyridin-4-yl)amino)butan-1-ol ClC1=NC=C(C(=C1)N[C@H](CCO)C)C#CC1=CC=C(C=C1)N1CCOCC1